BrC=1C=CC(=C(C#N)C1)N1C=NC(=C1)C1CC1 5-Bromo-2-(4-cyclopropyl-1H-imidazol-1-yl)benzonitrile